CC1(OB(OC1(C)C)C=1C=CC(=NC1)N1C(NCC1)=O)C 1-(5-(4,4,5,5-tetramethyl-1,3,2-dioxaborolan-2-yl)pyridin-2-yl)imidazolidin-2-one